C(C)(C)(C)OC(NCC1(CC1)CO)=O ((1-(hydroxymethyl)cyclopropyl)methyl)carbamic acid tert-butyl ester